Cl.N[C@@H](COC1=C(C2=CC=CC=C2C=C1)C(=O)N[C@@H](CC(=O)OCC=C)C(=O)OCC1=CC=CC=C1)CC1=CC=CC=C1 4-allyl 1-benzyl (2-((R)-2-amino-3-phenylpropoxy)-1-naphthoyl)-L-aspartate hydrochloride